N[C@H](CCC(=O)N)C(=C=O)N1C[C@@H](CCC1)N1N=C(C=2C1=NC=NC2N)C2=CC=C(C=C2)OC2=CC=CC=C2 (R)-4-amino-5-((R)-3-(4-amino-(4-phenoxyphenyl)-1H-pyrazolo[3,4-d]pyrimidin-1-yl)piperidin-1-yl)-5-carbonylvaleramide